N[C@@H](CC1=CNC=N1)C(=S)O thiohistidine